C(C)(C)(C)OC(C(CC1=CC(=CC=C1)NC(NC1=CC(=CC=C1)CC(C(=O)OC(C)(C)C)C1CN(CCO1)C(=O)OC(C)(C)C)=O)C1CN(CCO1)C(=O)OC(C)(C)C)=O tert-butyl 2-[2-tert-butoxy-1-[[3-[[3-[3-tert-butoxy-2-(4-tert-butoxycarbonylmorpholin-2-yl)-3-oxo-propyl]phenyl]carbamoylamino]phenyl]methyl]-2-oxo-ethyl]morpholine-4-carboxylate